2-(4-(6-(dimethylamino)pyridin-3-yl)phenyl)-1H-pyrrolo[2,3-c]pyridine-1-carboxylic acid tert-butyl ester C(C)(C)(C)OC(=O)N1C(=CC=2C1=CN=CC2)C2=CC=C(C=C2)C=2C=NC(=CC2)N(C)C